(E)-3-(6-(2-ethoxyethoxy)pyridin-3-yl)acrylic acid C(C)OCCOC1=CC=C(C=N1)/C=C/C(=O)O